O-dimethylphosphono-D-tyrosine COP(=O)(OC)OC1=CC=C(C[C@@H](N)C(=O)O)C=C1